NC1=NC(=C2C(=N1)N(N=C2)CC=2C=C(C=CC2)C(C(=O)NC2=C(C=CC=C2)N)=C)C=2OC=CC2 (3-((6-amino-4-(furan-2-yl)-1H-pyrazolo[3,4-d]pyrimidin-1-yl)methyl)phenyl)-N-(2-aminophenyl)acrylamide